p-phenyl-phenylalanine C1(=CC=CC=C1)C1=CC=C(C[C@H](N)C(=O)O)C=C1